3-((4-fluorobenzyl)amino)-2,2-dimethyl-3-oxopropanoic acid FC1=CC=C(CNC(C(C(=O)O)(C)C)=O)C=C1